1-[9-ethyl-6-(2-methylbenzoyl)-9H-carbazole-3-yl]-ethanone 1-(O-acetyloxime) C(C)(=O)ON=C(C)C=1C=CC=2N(C3=CC=C(C=C3C2C1)C(C1=C(C=CC=C1)C)=O)CC